C=C1C2NC3C(C1=O)C(CC3)C2 3-methylenehexahydro-2,5-methanocyclopentapyridin-4(3H)-one